tert-Butyl ((1-((8-cyano-7-fluorochroman-5-yl)methyl)-1H-pyrazol-4-yl)methyl)carbamate C(#N)C=1C(=CC(=C2CCCOC12)CN1N=CC(=C1)CNC(OC(C)(C)C)=O)F